C(C1=CC=CC=C1)OC(C)C=1N=C2N(C=C(C=C2NC2(COC2)C(=O)N)C2CC2)C1 3-((2-(1-(benzyloxy)ethyl)-6-cyclopropylimidazo[1,2-a]pyridin-8-yl)amino)oxetane-3-carboxamide